2-[5-bromo-2-(trifluoromethoxy)phenyl]-4,4,5,5-tetramethyl-1,3,2-dioxaborolan BrC=1C=CC(=C(C1)B1OC(C(O1)(C)C)(C)C)OC(F)(F)F